1-(4,6-dibromo-3-pyridyl)-3-[(1S)-1-(2-pyrimidin-2-yl-1,2,4-triazol-3-yl)ethyl]urea BrC1=C(C=NC(=C1)Br)NC(=O)N[C@@H](C)C=1N(N=CN1)C1=NC=CC=N1